3-(4-iodophenoxy)-1-methylazetidine IC1=CC=C(OC2CN(C2)C)C=C1